3-acetyl-7-methyl-1,2,3,4,4a,5-hexahydrobenzo[b]pyrazine C(C)(=O)C1NC2C(NC1)=CC(=CC2)C